Succinimidylmalonat C1(CCC(N1C(C(=O)[O-])C(=O)[O-])=O)=O